C(CCCCCCCCC)(=O)OC(CSCCCCCCC)CCCCC(CCCCC(CSCCCCCCC)OC(CCCCCCCCC)=O)N(C)CCCCO[Si](C1=CC=CC=C1)(C1=CC=CC=C1)C(C)(C)C 7-((4-((tert-Butyldiphenylsilyl)oxy)butyl)(methyl)amino)-1,13-bis(heptylthio)tridecane-2,12-diyl bis(decanoate)